N1=CC(=CC2=CC=CC=C12)C=1NC(C2=C(N1)NN=C2)=O 6-(quinolin-3-yl)-1H-pyrazolo[3,4-d]pyrimidin-4(5H)-one